CC(CCCC=C)=CCCC 6-methyl-1,6-decadiene